NC1=C2C(=NC=N1)N(N=C2C2=CC(=C(C=C2)NC(=O)NC2=NOC(=C2)C2(CC2)C(F)(F)F)F)C2CC(C2)OCC2=CC=CC=C2 1-(4-(4-amino-1-(3-(benzyloxy)cyclobutyl)-1H-pyrazolo[3,4-d]pyrimidin-3-yl)-2-fluorophenyl)-3-(5-(1-(trifluoromethyl)cyclopropyl)isoxazol-3-yl)urea